6-(2-methylpyridin-4-yl)-4-(6-(piperazin-1-yl)pyridin-3-yl)pyrazolo[1,5-a]pyridine-3-carbonitrile CC1=NC=CC(=C1)C=1C=C(C=2N(C1)N=CC2C#N)C=2C=NC(=CC2)N2CCNCC2